3-chloro-4-(1-methylpyrazol-3-yl)oxy-aniline ClC=1C=C(N)C=CC1OC1=NN(C=C1)C